N,N-diisopropylpropanamide CCC(=O)N(C(C)C)C(C)C